[C@H]12CN(C[C@H](CC1)N2)C2=CC(=NC1=C(C(=NC=C21)C2=CC(=CC1=CC=CC(=C21)C#C)O)F)OC[C@]21CCCN1C[C@@H](C2)F 4-(4-((1R,5S)-3,8-diazabicyclo[3.2.1]octan-3-yl)-8-fluoro-2-(((2R,7aS)-2-fluorotetrahydro-1H-pyrrolizin-7a(5H)-yl)methoxy)-1,6-naphthyridin-7-yl)-5-ethynylnaphthalen-2-ol